tert-butyl (S)-5-amino-4-(5-(((2R,3S)-3-aminotetrahydro-2H-pyran-2-yl)methyl)-1-oxoisoindolin-2-yl)-5-oxopentanoate NC([C@H](CCC(=O)OC(C)(C)C)N1C(C2=CC=C(C=C2C1)C[C@H]1OCCC[C@@H]1N)=O)=O